N-[4-(4-Cyanophenyl)-1-(2,6-difluoro-4-methoxyphenyl)-1H-imidazol-2-yl]-4-(difluoromethoxy)benzamide C(#N)C1=CC=C(C=C1)C=1N=C(N(C1)C1=C(C=C(C=C1F)OC)F)NC(C1=CC=C(C=C1)OC(F)F)=O